3-[2,4-bis(benzyloxy)phenyl]oxetan-3-amine C(C1=CC=CC=C1)OC1=C(C=CC(=C1)OCC1=CC=CC=C1)C1(COC1)N